1,2-bis(octyloxy)anthracene-9,10-dione C(CCCCCCC)OC1=C(C=CC=2C(C3=CC=CC=C3C(C12)=O)=O)OCCCCCCCC